2-cyclopentyl-N-(4-fluoro-3-methylphenyl)-5-(2-(((1s,3s)-3-hydroxy-1-methylcyclobutyl)amino)-2-oxoacetyl)-1,4-dimethyl-1H-pyrrole-3-carboxamide C1(CCCC1)C=1N(C(=C(C1C(=O)NC1=CC(=C(C=C1)F)C)C)C(C(=O)NC1(CC(C1)O)C)=O)C